3-(Naphthalin-2-yl)-1H-pyrazol-5-carbohydrazid C1=C(C=CC2=CC=CC=C12)C1=NNC(=C1)C(=O)NN